(9-n-propyl-fluorenyl)(2-n-propyl-indenyl)hafnium dichloride [Cl-].[Cl-].C(CC)C1C2=CC=CC=C2C=2C=CC=C(C12)[Hf+2]C1C(=CC2=CC=CC=C12)CCC